COC1=C(CN(S(=O)(=O)C2=C(C=C(C=C2C)N2CC(CCC2)(CCC2=CC(=CC=C2)C(F)(F)F)N(C)C)F)C2=NC=NC=C2)C=CC(=C1)OC N-(2,4-dimethoxybenzyl)-4-(3-(dimethylamino)-3-(3-(trifluoromethyl)phenethyl)piperidin-1-yl)-2-fluoro-6-methyl-N-(pyrimidin-4-yl)benzenesulfonamide